bis(trimethylstannylcyclopentadienyl)zirconium C[Sn](C)(C)C1(C=CC=C1)[Zr]C1(C=CC=C1)[Sn](C)(C)C